C(=O)[O-].[Ce+2].C(=O)[O-] cerium(II) formate